2-(((3r,5r,7r)-adamantan-1-yl)(phenyl)methyl)malononitrile C12(CC3CC(CC(C1)C3)C2)C(C(C#N)C#N)C2=CC=CC=C2